8-((2-hexyldecanoyl)oxy)octanoic acid C(CCCCC)C(C(=O)OCCCCCCCC(=O)O)CCCCCCCC